1-(3-{[1H-indol-4-yl(2H2)methyl]amino}pyrido[2,3-b]pyrazin-6-yl)piperidin-4-ol N1C=CC2=C(C=CC=C12)C([2H])([2H])NC1=CN=C2C(=N1)N=C(C=C2)N2CCC(CC2)O